2,2'-azino-bis[ethylbenzthiazoline-6-sulfonic acid] N(N=C1SC2=C(N1)C(=CC(=C2)S(=O)(=O)O)CC)=C2SC1=C(N2)C(=CC(=C1)S(=O)(=O)O)CC